NC(C(=O)[O-])\C=C/CP(=O)(O)O (Z)-2-amino-5-phosphonopent-3-enoate